N-(2-chloro-3-fluorophenyl)-6-(piperidin-4-yl)imidazo[1,2-a]pyridine-3-carboxamide ClC1=C(C=CC=C1F)NC(=O)C1=CN=C2N1C=C(C=C2)C2CCNCC2